C1(CCCC1)C1=NC(=C2N1C(=CN=C2N)OCC)C2=CC=C(C=C2)OC2=C(C(=CC=C2)OC)F 3-Cyclopentyl-5-ethoxy-1-[4-(2-fluoro-3-methoxy-phenoxy)-phenyl]-imidazo[1,5-a]pyrazin-8-ylamine